4-chloro-N-((1-(4-chloropyridin-2-yl)-1H-1,2,3-triazol-4-yl)methyl)-3'-(methylsulfonyl)-[1,1'-biphenyl]-3-carboxamide ClC1=C(C=C(C=C1)C1=CC(=CC=C1)S(=O)(=O)C)C(=O)NCC=1N=NN(C1)C1=NC=CC(=C1)Cl